NCC=1C=CC(=C(C=O)C1)O 5-(AMINOMETHYL)-2-HYDROXYBENZALDEHYDE